OCCCCCCC1(N(CC1)CCCCCCCC(=O)N(CCCCCCCC)CCCCCCCC)CCCCCCCC(=O)N(CCCCCCCC)CCCCCCCC 8,8'-((6-Hydroxyhexyl)azetidinediyl)bis(N,N-dioctyl-octanamide)